2-diethylamino-benzoxazole-5-carboxylic acid (2,3-dihydro-benzofuran-5-yl)-amide O1CCC2=C1C=CC(=C2)NC(=O)C=2C=CC1=C(N=C(O1)N(CC)CC)C2